ClC1=C(C=CC2=C1NC(=N2)CC2=CC(=CC=C2)OC)SC=2N=CC(=NC2)C2OC(C(C21CCNCC1)N)C 5-((7-chloro-2-(3-methoxybenzyl)-1H-benzo[d]imidazol-6-yl)thio)pyrazine-2-yl-3-methyl-2-oxa-8-azaspiro[4.5]decan-4-amine